CC(C#C)CC 3-methyl-pentyne